1-(4-(5-(chlorodifluoromethyl)-1,2,4-oxadiazol-3-yl)phenyl)-2-((2,6-dichlorophenyl)sulfonyl)ethan-1-one ClC(C1=NC(=NO1)C1=CC=C(C=C1)C(CS(=O)(=O)C1=C(C=CC=C1Cl)Cl)=O)(F)F